FC1=CC(=CC2=C1N=C(O2)C)N fluoro-2-methylbenzo[d]oxazol-6-amine